COC(=O)N1C2COCC1CC(C2)N2CCC(CC2)N2N=CC(=C2)Cl 7-[4-(4-chloro-1H-pyrazol-1-yl)piperidin-1-yl]-3-oxa-9-azabicyclo[3.3.1]nonane-9-carboxylic acid methyl ester